[2-(2-{4-[(E)-2-{4-[tertiary butoxycarbonylmethylamino]-phenyl}-vinyl]-phenoxy}-ethoxy)-ethoxy]-ethylmethanesulfonate C(C)(C)(C)OC(=O)CNC1=CC=C(C=C1)/C=C/C1=CC=C(OCCOCCOC(S(=O)(=O)[O-])CC)C=C1